FC1=NNC=C1B1OC(C(O1)(C)C)(C)C 3-fluoro-4-(4,4,5,5-tetramethyl-1,3,2-dioxaborolan-2-yl)-1H-pyrazole